N[C@H]1[C@H](CN(CC1)C(=O)OCC)OC ethyl (3S,4R)-4-amino-3-methoxypiperidine-1-carboxylate